(2S,2'S)-4,4'-(((2-methylpropane-1,3-diyl)bis(oxy))bis(6-methoxybenzo[b]thiophene-5,2-diyl))bis(2-methyl-4-oxobutanoic acid) CC(COC1=CC2=C(SC(=C2)C(C[C@@H](C(=O)O)C)=O)C=C1OC)COC1=CC2=C(SC(=C2)C(C[C@@H](C(=O)O)C)=O)C=C1OC